6-fluoro-2,7-dimethylbenzo[d]isothiazol-3(2H)-one FC1=C(C2=C(C(N(S2)C)=O)C=C1)C